COC=1C=C2CCN(CC2=CC1NC1=NC=C(C(=N1)NC1=C(C=CC=C1)OC(F)(F)F)C(=O)N)C 2-[(6-methoxy-2-methyl-1,2,3,4-tetrahydroisoquinolin-7-yl)amino]-4-{[2-(trifluoromethoxy)phenyl]amino}pyrimidine-5-carboxamide